5-(3-(pentan-3-yl)phenoxy)-1H-1,2,3-triazole-4-carboxylic acid CCC(CC)C=1C=C(OC2=C(N=NN2)C(=O)O)C=CC1